C(C)(C)(C)C=1C=NC=CC1OCC(=O)OCC ethyl 2-[(3-tert-butylpyridin-4-yl)oxy]acetate